C1(CCCCC1)NC(=S)NC(C)(C)C 1-cyclohexyl-3-(tert-butyl)thiourea